ethyl 2-(3-(4-(2-(3-(3-amino-6-(2-hydroxyphenyl)pyridazin-4-yl)-3,8-diazabicyclo[3.2.1]octan-8-yl)pyrimidin-5-yl)piperidin-1-yl)isoxazol-5-yl)-3-methylbutanoate NC=1N=NC(=CC1N1CC2CCC(C1)N2C2=NC=C(C=N2)C2CCN(CC2)C2=NOC(=C2)C(C(=O)OCC)C(C)C)C2=C(C=CC=C2)O